C(C(C)C)P(CCCP(CC(C)C)CC(C)C)CC(C)C 1,3-bis(diisobutylphosphino)propane